OC=1C=C(C=NC1)C1=CC(N(C=C1)C)=O 5-hydroxy-1'-methyl[3,4'-bipyridin]-2'(1'H)-one